2-methyl (S)-4-(cyclohex-1-en-1-yl)-2,5-dihydro-1H-pyrrole-1,2-dicarboxylate C1(=CCCCC1)C1=C[C@H](N(C1)C(=O)[O-])C(=O)OC